1,3,5-tris(bromomethyl)-2,4,6-triethylbenzene BrCC1=C(C(=C(C(=C1CC)CBr)CC)CBr)CC